ClC=1C=C2C(=CC(=NC2=CC1)C(F)(F)F)NCC1(CN(C1)C(=O)OC1=CC=C(C=C1)[N+](=O)[O-])N1N=CC(=C1)F 4-Nitrophenyl 3-(((6-chloro-2-(trifluoromethyl)quinolin-4-yl)amino)methyl)-3-(4-fluoro-1H-pyrazol-1-yl)azetidine-1-carboxylate